3,4,5-trihydroxy-N-[2-methyl-3-[(3,4,5-trihydroxybenzoyl)amino]-2-[[(3,4,5-trihydroxy-benzoyl)amino]methyl]propyl]benzamide OC=1C=C(C(=O)NCC(CNC(C2=CC(=C(C(=C2)O)O)O)=O)(CNC(C2=CC(=C(C(=C2)O)O)O)=O)C)C=C(C1O)O